N1N=CC2=CC(=CC=C12)NC1=NC(=CC=C1N)C(F)(F)F N2-(1H-Indazol-5-yl)-6-(trifluoromethyl)pyridine-2,3-diamine